(2S,4R)-2-formylamino-4-(pyridine-3-sulfonylamino)pyrrolidine-1-carboxylic acid tert-butyl ester C(C)(C)(C)OC(=O)N1[C@@H](C[C@H](C1)NS(=O)(=O)C=1C=NC=CC1)NC=O